5-Benzyl-1,3,4-oxadiazole-2-carboxylic acid C(C1=CC=CC=C1)C1=NN=C(O1)C(=O)O